7-benzyl-4-((2S,5R)-4-(tert-butoxycarbonyl)-2,5-dimethylpiperazin-1-yl)-1-(2-isopropylphenyl)-2-oxo-1,2-dihydropyrido[3,4-d]pyrimidin-7-ium C(C1=CC=CC=C1)[N+]1=CC=2N(C(N=C(C2C=C1)N1[C@H](CN([C@@H](C1)C)C(=O)OC(C)(C)C)C)=O)C1=C(C=CC=C1)C(C)C